N-(5-cyano-4-((R)-3-methoxypyrrolidin-1-yl)pyridin-2-yl)-7-formyl-6-(((S)-3-methoxy-2-carbonylpyrrolidin-1-yl)methyl)-3,4-dihydro-1,8-naphthyridine-1(2H)-carboxamide C(#N)C=1C(=CC(=NC1)NC(=O)N1CCCC2=CC(=C(N=C12)C=O)CN1C([C@H](CC1)OC)=C=O)N1C[C@@H](CC1)OC